2-chloroethyl-methacrylate ClCCOC(C(=C)C)=O